(S)-6-(tert-butoxycarbonyl)-6-azaspiro[2.5]octane-1-carboxylic acid C(C)(C)(C)OC(=O)N1CCC2(C[C@@H]2C(=O)O)CC1